5,9-anhydro-8-O-[bis(benzyloxy) phosphoryl]-7-O-[(3R)-3-(decanoyloxy) tetradecanoyl]-2,6-bis{[(3R)-3-(decanoyloxy) tetradecanoyl] amino}-2,3,4,6-tetraDeoxy-D-erythro-L-galacto-deconate C(C1=CC=CC=C1)OP(=O)(OCC1=CC=CC=C1)O[C@H]1[C@@H]([C@H]([C@H](CC[C@@H](C(=O)[O-])NC(C[C@@H](CCCCCCCCCCC)OC(CCCCCCCCC)=O)=O)O[C@@H]1CO)NC(C[C@@H](CCCCCCCCCCC)OC(CCCCCCCCC)=O)=O)OC(C[C@@H](CCCCCCCCCCC)OC(CCCCCCCCC)=O)=O